(1-methylcyclobutyl)methanone CC1(CCC1)C=O